(R)-3-fluoro-5,8,8-trimethyl-5-phenyl-4-(trifluoromethyl)-7,8,9,10-tetrahydrobenzo[b][1,8]naphthyridin-6(5H)-one FC1=C(C=2[C@](C3=C(NC2N=C1)CC(CC3=O)(C)C)(C3=CC=CC=C3)C)C(F)(F)F